ClC(CC(CCCCCCCCCCC)O)(Cl)Cl.[Na] sodium trichloroethyldodecanol